(S)-1-amino-2-(1-(but-2-ynoyl)piperidin-2-yl)-4-(4-((5-methylpyridin-2-yl)carbamoyl)phenyl)-1H-imidazole-5-carboxamide NN1C(=NC(=C1C(=O)N)C1=CC=C(C=C1)C(NC1=NC=C(C=C1)C)=O)[C@H]1N(CCCC1)C(C#CC)=O